R-2-((4-nitrobenzyl)amino)-1-phenylethanol [N+](=O)([O-])C1=CC=C(CNC[C@H](O)C2=CC=CC=C2)C=C1